C1CC12NC([CH]C2)=O (R)-6λ3-4-azaspiro[2.4]heptan-5-one